3-fluoro-4-hydroxy-4-methylpiperidine-1-carboxylate FC1CN(CCC1(C)O)C(=O)[O-]